2-(2-amino-6-chloro-9H-purin-9-yl)-N-(1-ethyl-3-methyl-1H-pyrazol-5-yl)acetamide NC1=NC(=C2N=CN(C2=N1)CC(=O)NC1=CC(=NN1CC)C)Cl